4-[3-(5-fluoro-2-pyridinyl)-1-methyl-pyrazol-4-yl]-2-methyl-7H-pyrrolo[2,3-d]pyrimidine FC=1C=CC(=NC1)C1=NN(C=C1C=1C2=C(N=C(N1)C)NC=C2)C